3-methyl-1-phenyl-2-phospholene-1-oxide CC1=CP(CC1)(C1=CC=CC=C1)=O